C(C=C)C1C(=O)OCC1 allyl-γ-butyrolactone